C(#N)C1CCN(CC1)C(=O)[C@@H]1CC12CCN(CC2)C(=O)OC(C(F)(F)F)C(F)(F)F |o1:10| 1,1,1,3,3,3-hexafluoro-propan-2-yl (R or S)-1-(4-cyanopiperidine-1-carbonyl)-6-azaspiro[2.5]octane-6-carboxylate